C(C)(C)(C)OC(=O)N1CCN(CC1)CCN1C(=C(C2=CC=C(C(=C12)C=1C(=NN(C1C)C)C)Cl)CCCN(C1=CC=CC2=CC=CC=C12)C)C(=O)OCC ethyl 1-(2-(4-(tert-butoxycarbonyl)piperazin-1-yl)ethyl)-6-chloro-3-(3-(methyl(naphthalen-1-yl)amino)propyl)-7-(1,3,5-trimethyl-1H-pyrazol-4-yl)-1H-indole-2-carboxylate